CNCCCCCCCNC dimethyl-heptamethylenediamine